5,10,15,20-tetrakis(4-carboxyphenyl)porphyrin cobalt (II) [Co+2].C(=O)(O)C1=CC=C(C=C1)C=1C2=CC=C(N2)C(=C2C=CC(C(=C3C=CC(=C(C=4C=CC1N4)C4=CC=C(C=C4)C(=O)O)N3)C3=CC=C(C=C3)C(=O)O)=N2)C2=CC=C(C=C2)C(=O)O